1-((((1'R,2'R)-6-hydroxy-5'-methyl-4-pentyl-2'-(prop-1-en-2-yl)-1',2',3',4'-tetrahydro-[1,1'-biphenyl]-2-yl)oxy)carbonyl)cyclopropyl (2-methoxyethyl) phosphate ammonium salt [NH4+].P(=O)(OC1(CC1)C(=O)OC1=C(C(=CC(=C1)CCCCC)O)[C@H]1[C@@H](CCC(=C1)C)C(=C)C)(OCCOC)[O-]